3-(4-(methylamino)-7H-pyrrolo[2,3-d]pyrimidin-7-yl)-5-(3-(phenethylamino)prop-1-yn-1-yl)cyclopentane-1,2-diol CNC=1C2=C(N=CN1)N(C=C2)C2C(C(C(C2)C#CCNCCC2=CC=CC=C2)O)O